silver hexafluorophosphate salt F[P-](F)(F)(F)(F)F.[Ag+]